NC1=CC=C(C=C1)C(O)C1=CC=C(C=C1)C (4-aminophenyl)(p-tolyl)methanol